4-(3,5-difluorophenyl)-1-(1H-imidazol-1-ylmethyl)pyrrolidin-2-one FC=1C=C(C=C(C1)F)C1CC(N(C1)CN1C=NC=C1)=O